ClC=1C=CC(=C(C1)C1=CC(=CN=N1)NC1=CC=NC2=CC(=CC=C12)OC(=O)N1CC2(CC1)CCNCC2)F.C2(CC)S(=O)(=O)OCOS2(=O)=O methylene 1,1-propanedisulfonate 4-{[6-(5-chloro-2-fluorophenyl)pyridazin-4-yl]amino}quinolin-7-yl-2,8-diazaspiro[4.5]decane-2-carboxylate